4-[[3(R)-[(1-oxo-2-propen-1-yl)amino]-1-piperidinyl]methyl]-2-pyridinecarboxamide O=C(C=C)N[C@H]1CN(CCC1)CC1=CC(=NC=C1)C(=O)N